C(C)C1=C(C(=NN1)C)C1=NC(=CC=C1C(C)=O)N1C=NC2=C1C=CC(=C2)NC=2N=NC(=CC2)C 1-[2-(ethyl-3-methyl-pyrazol-4-yl)-6-[5-[(6-methylpyridazin-3-yl)amino]benzimidazol-1-yl]-3-pyridyl]ethanone